C(C)N1C=C(C2=CC=CC=C12)\C=C\1/OC2=C(C1=O)C=CC(=C2)O (2Z)-2-[(1-ethyl-1H-indol-3-yl)methylene]-6-hydroxy-1-benzofuran-3(2H)-one